C(C=C)OC=1C=C(C=C(C1)C(=O)O)C(=O)O 5-(2-propen-1-yloxy)-1,3-benzenedicarboxylic acid